4-{[6-(5-chloro-2-fluorophenyl)-2h,3h,4h-pyrido[3,2-b][1,4]oxazin-8-yl]amino}-N-(propan-2-yl)pyridine-3-carboxamide ClC=1C=CC(=C(C1)C=1C=C(C=2OCCNC2N1)NC1=C(C=NC=C1)C(=O)NC(C)C)F